nicotinic acid, palmitoyl ester C(C1=CN=CC=C1)(=O)OC(CCCCCCCCCCCCCCC)=O